C(C)(C)(C)[Si](C)(C)OC[C@@H]1[C@H]([C@H]1F)C1=CC(=CC=C1)Cl |o1:9,10,&1:11| rac-tert-butyl(((1S*,2S*)-2-(3-chlorophenyl)-3-fluorocyclopropyl)methoxy)dimethylsilane